CN(C1=CC=C(C=N1)CC1=NC=CC=2C(=C(C=CC12)C)N)C 1-((6-(dimethylamino)pyridin-3-yl)methyl)-6-methylisoquinolin-5-amine